ClC=1C=CC(=C(C1)C1=NN(C=C1NC(=O)C=1C=NN2C1N=CC=C2)C2CCN(CC2)C(=O)OC(C)(C)C)OC(F)F tert-butyl 4-[3-[5-chloro-2-(difluoromethoxy) phenyl]-4-[pyrazolo[1,5-a]pyrimidin-3-amido]-1H-pyrazol-1-yl]-piperidine-1-carboxylate